ethyl 4-(3-cyano-5-methoxy-1H-pyrazol-1-yl)benzoate C(#N)C1=NN(C(=C1)OC)C1=CC=C(C(=O)OCC)C=C1